N-[4-[(6-fluoro-3-pyridyl)oxy]-2-pyridyl]-2,2,3,3-tetramethyl-cyclopropanecarboxamide FC1=CC=C(C=N1)OC1=CC(=NC=C1)NC(=O)C1C(C1(C)C)(C)C